N-(5-bromobenzo[d]thiazol-2-yl)-2-((2-(4-(tert-butyl)phenyl)-4-oxo-4H-chromen-3-yl)oxy)acetamide BrC=1C=CC2=C(N=C(S2)NC(COC2=C(OC3=CC=CC=C3C2=O)C2=CC=C(C=C2)C(C)(C)C)=O)C1